C1(=CCCCC1)C(=O)OCC(COC(=O)C1=CCCCC1)(COC(=O)C1=CCCCC1)COC(=O)C1=CCCCC1 pentaerythritol tetracyclohexenoate